NC1=CC(=C(C(=N1)C1=C(C=C2C(=NC(=NC2=C1F)OCC12CCCN2CCC1)N1C[C@@H](N(CC1)C#N)CC#N)Cl)C(F)(F)F)C (2S)-4-(7-(6-amino-4-methyl-3-(trifluoromethyl)pyridin-2-yl)-6-chloro-8-fluoro-2-((tetrahydro-1H-pyrrolizin-7a(5H)-yl)methoxy)quinazolin-4-yl)-2-(cyanomethyl)piperazine-1-carbonitrile